FC1(CCC(C=2N(C1)N=C1C2CN(CC1)C(=O)OC(C)(C)C)(F)F)CO tert-Butyl 8,11,11-trifluoro-8-(hydroxymethyl)-3,4,8,9,10,11-hexahydro-1H-pyrido-[4',3':3,4]pyrazolo[1,5-a]azepine-2(7H)-carboxylate